3-(1-oxo-5-((S)-3-(3-(trifluoromethyl)phenyl)pyrrolidine-1-carbonyl)isoindolin-2-yl)piperidine-2,6-dione O=C1N(CC2=CC(=CC=C12)C(=O)N1C[C@@H](CC1)C1=CC(=CC=C1)C(F)(F)F)C1C(NC(CC1)=O)=O